cyanomethyl 4-((tert-butoxycarbonyl) (2-(tert-butyldisulfanyl)ethyl)amino)butanoate C(C)(C)(C)OC(=O)N(CCCC(=O)OCC#N)CCSSC(C)(C)C